3-(4-chloro-2-{1-[(9R,13S)-3,9-dimethyl-8-oxo-3,4,7,15-tetraazatricyclo[12.3.1.02,6]octadeca-1(18),2(6),4,14,16-pentaen-13-yl]-6-oxo-1,6-dihydropyrimidin-4-yl}phenyl)benzonitrile ClC1=CC(=C(C=C1)C=1C=C(C#N)C=CC1)C=1N=CN(C(C1)=O)[C@H]1CCC[C@H](C(NC=2C=NN(C2C=2C=CN=C1C2)C)=O)C